pyrazolo[5,1-b][1,3]oxaazepine N1=CC=C2OC=CC=CN21